ClC1=NC=2N(C(=C1)N(C(OC(C)(C)C)=O)C1=CC(=CC=C1)CC(F)(F)F)N=CC2C2CC2 Tert-Butyl (5-chloro-3-cyclopropylpyrazolo[1,5-a]pyrimidin-7-yl)(3-trifluoroethylphenyl)carbamate